NC=1N=C(N(C(C1SC=1C(=NC=CC1)C(F)(F)F)=O)C)N1CCC2(CC1)OC1=C(C2NS(=O)C(C)(C)C)C=CC=C1 N-(1'-(4-amino-1-methyl-6-oxo-5-((2-(trifluoromethyl)pyridin-3-yl)thio)-1,6-dihydropyrimidin-2-yl)-3H-spiro[benzofuran-2,4'-piperidine]-3-yl)-2-methylpropane-2-sulfinamide